[C-]#[W+] tungsten(IV) carbide